CC1(OB(OC1(C)C)C1=CCCCN1C(=O)OC(C)(C)C)C tert-Butyl 6-(4,4,5,5-tetramethyl-1,3,2-dioxaborolan-2-yl)-3,4-dihydropyridine-1(2H)-carboxylate